COC(C1=C(C=CC(=C1)F)N[C@@H]1C=CC([C@@]1(C1=CC=CC=C1)CC(C(=O)OCC)(F)F)=O)=O 2-((1r,5r)-5-(3-ethoxy-2,2-difluoro-3-oxopropyl)-4-oxo-5-phenylcyclopent-2-en-1-yl)amino-5-fluorobenzoic acid methyl ester